tetramethyluronium hexafluoro-phosphate F[P-](F)(F)(F)(F)F.CN(C(=[N+](C)C)O)C